C(C)OC(CC[N+]1=NC=C(C=C1)C1=NC=C(C(=N1)OC)Cl)=O 3-[4-(5-chloro-4-methoxy-pyrimidin-2-yl)pyridazin-1-ium-1-yl]propionic acid ethyl ester